4-((1-fluoro-3-methylcyclobutyl)pyridin-2-yl)-N-(1-methyl-1H-indazol-7-yl)-1H-pyrazole-4-sulfonamide FC1(CC(C1)C)C=1C(=NC=CC1)C1(C=NNC1)S(=O)(=O)NC=1C=CC=C2C=NN(C12)C